C(C)(=O)C=1C(OC2=CC=CC=C2C1)=O 3-acetylcoumarin